2,3-dibromopropylpentabromophenyl ether BrC(CC1(C(C(=C(C(=C1Br)Br)Br)Br)Br)OC1(C(C(=C(C(=C1Br)Br)Br)Br)Br)CC(CBr)Br)CBr